3-(4,4-difluoro-5-(4-(methylamino)piperidin-1-yl)-3,4-dihydroquinolin-1(2H)-yl)piperidine-2,6-dione FC1(CCN(C2=CC=CC(=C12)N1CCC(CC1)NC)C1C(NC(CC1)=O)=O)F